C1(=CC=CC=C1)C(CC1=CC=CC=C1)N 1,2-diphenylethane-1-amine